4-[[1-[2-[(1S)-1-(2,2-difluoro-1,3-benzodioxol-5-yl)ethoxy]-4-pyridinyl]-3-(trifluoromethyl)-5,6-dihydro-4H-pyrazolo[3,4-b]pyridin-7-yl]methyl]bicyclo[2.2.2]octane-1-carboxylic acid FC1(OC2=C(O1)C=CC(=C2)[C@H](C)OC2=NC=CC(=C2)N2N=C(C1=C2N(CCC1)CC12CCC(CC1)(CC2)C(=O)O)C(F)(F)F)F